(1S,4R,7R,8S,9R,11S)-9-tert-butyl-7,9-dihydroxy-3,5,12-trioxatetracyclo[6.6.0.01,11.04,8]tetradecane C(C)(C)(C)[C@]1([C@]23[C@H](CO[C@H]2OC[C@@]32[C@H](C1)OCC2)O)O